CC1(CC=2C(=CN=C(C2)C2=NSC(=N2)NC2=NC=CC=C2N(C(C)=O)C)O1)C N-(2-(3-(2,2-dimethyl-2,3-dihydrofuro[2,3-c]pyridin-5-yl)-1,2,4-thiadiazol-5-ylamino)pyridin-3-yl)-N-methylacetamide